C1(CC1)C([C@@H](C(NC=1C=NN(C1)CC=1C(NC(=CC1)C(F)(F)F)=O)=O)NC(=O)C=1N(N=CC1)C(C)C)C1CC1 N-[(1S)-1-(dicyclopropylmethyl)-2-oxo-2-[[1-[[2-oxo-6-(trifluoromethyl)-1H-pyridin-3-yl]methyl]pyrazol-4-yl]amino]ethyl]-2-isopropyl-pyrazole-3-carboxamide